potassium decylhydroxyethylacetate C(CCCCCCCCC)OC(CCCO)=O.[K]